C[C@](CO)([C@@H](COP(=O)([O-])[O-])O)O The molecule is an organophosphate oxoanion arising from deprotonation of the phosphate OH groups of 2-C-methyl-D-erythritol 4-phosphate; major species at pH 7.3. It is a conjugate base of a 2-C-methyl-D-erythritol 4-(dihydrogen phosphate).